tetrahydro-alpha-(1-methyl-ethyl)-2-oxo-1(2H)-pyrimidineacetamide CC(C)C(C(=O)N)N1C(NCCC1)=O